CC1=CC=CC(=N1)C1=NC=2N(C(=C1)O)N=CC2 5-(6-methylpyridin-2-yl)pyrazolo[1,5-a]pyrimidin-7-ol